N-((S)-(2-((S)-Amino(4,4-difluorocyclohexyl)methyl)imidazo[1,2-a]pyrimidin-7-yl)(cyclopropyl)methyl)-4,4,4-trifluoro-3-methylbutanamide N[C@H](C=1N=C2N(C=CC(=N2)[C@@H](NC(CC(C(F)(F)F)C)=O)C2CC2)C1)C1CCC(CC1)(F)F